dimethyl-pentyl-p-phenylenediamine CN(C1=CC=C(C=C1)NCCCCC)C